dodecylguanidinium bromide [Br-].C(CCCCCCCCCCC)NC(=[NH2+])N